O.C(C)(C)C1=C(C(C(=O)[O-])=CC(=C1)C(C)C)O.[Cu+2].C(C)(C)C1=C(C(C(=O)[O-])=CC(=C1)C(C)C)O copper (ii) 3,5-diisopropylsalicylate hydrate